N1=CC=C2N1CCNC2 4H,5H,6H,7H-pyrazolo[1,5-a]pyrazine